CC(C)=CCC\C(\C)=C\CO.[Na] sodium Geraniol